3-{4-[4-(3,5-dichloropyridin-4-yl)piperazine-1-sulfonyl]phenyl}-1-(pyridin-3-ylmethyl)urea ClC=1C=NC=C(C1N1CCN(CC1)S(=O)(=O)C1=CC=C(C=C1)NC(NCC=1C=NC=CC1)=O)Cl